[Cl-].C(C)(C)(C)C1=CC=C(C=C1)[S+](C1=CC=CC=C1)C1=CC=CC=C1 (4-tertiary butyl-phenyl)diphenyl-sulfonium chloride salt